N[C@H]1CC(NC1=O)=O aspartimid